tert-Butyl (2R,5S)-2-((R)-(3-fluorophenyl)(hydroxy)methyl)-5-(((1r,4S)-4-methoxycyclohexyl)methyl)pyrrolidine-1-carboxylate FC=1C=C(C=CC1)[C@H]([C@@H]1N([C@@H](CC1)CC1CCC(CC1)OC)C(=O)OC(C)(C)C)O